(4-((tert-butoxycarbonyl)(3-nitrobenzyl)amino)butyl)(pyrrolidin-3-yl)carbamic acid tert-butyl ester C(C)(C)(C)OC(N(C1CNCC1)CCCCN(CC1=CC(=CC=C1)[N+](=O)[O-])C(=O)OC(C)(C)C)=O